(R)-1-((6-(4-chlorophenyl)-2-(pyridin-3-yl)pyrimidin-4-yl)amino)butan-2-ol ClC1=CC=C(C=C1)C1=CC(=NC(=N1)C=1C=NC=CC1)NC[C@@H](CC)O